(Z)-2-(4-((1-(5-(2-Fluoro-6-methoxyphenyl)-2-oxo-1H-pyrrolo[2,3-c]pyridin-3(2H)-ylidene)ethyl)amino)-1H-pyrazol-1-yl)propanenitrile FC1=C(C(=CC=C1)OC)C=1C=C/2C(=CN1)NC(\C2=C(\C)/NC=2C=NN(C2)C(C#N)C)=O